2-(Allyloxy)-2-oxoethyl-1-{2-chloro-4-fluoro-5-[3-methyl-2,6-dioxo-4-(trifluoromethyl)-3,6-dihydropyrimidin-1(2H)-yl]phenoxy}cyclopentancarboxylat C(C=C)OC(COC(=O)C1(CCCC1)OC1=C(C=C(C(=C1)N1C(N(C(=CC1=O)C(F)(F)F)C)=O)F)Cl)=O